1-Fluoropyridinium trifluoromethanesulfonate triflate [O-]S(=O)(=O)C(F)(F)F.FC(S(=O)(=O)[O-])(F)F.F[N+]1=CC=CC=C1.F[N+]1=CC=CC=C1